C1(CC1)COC1=C(C=CC(=N1)C(=O)NC(C(=O)OCC)(C(C)F)CC)N1CC(C1)OC ethyl 2-{[6-(cyclopropylmethoxy)-5-(3-methoxyazetidin-1-yl)pyridine-2-carbonyl] amino}-2-ethyl-3-fluorobutanoate